Cyclotriacontane-13-carboxylic acid C1CCCCCCCCCCCC(CCCCCCCCCCCCCCCCC1)C(=O)O